CN([C@H]1CN(CC1)C=1SC2=C(N1)C=CC(=C2)N2C=C(C(C=C2C2=CC=C(C=C2)N2CCCC2)=O)C(=O)O)C (R)-1-(2-(3-(dimethylamino)pyrrolidin-1-yl)benzo[d]thiazol-6-yl)-4-oxo-6-(4-(pyrrolidin-1-yl)phenyl)-1,4-dihydropyridin-3-carboxylic acid